(2R)-N-((R)-(3-chloro-4-fluorophenyl)(cis-3-(trifluoromethyl)cyclobutyl)methyl)-2-methyl-3-oxopiperazine-1-carboxamide ClC=1C=C(C=CC1F)[C@H](NC(=O)N1[C@@H](C(NCC1)=O)C)[C@@H]1C[C@@H](C1)C(F)(F)F